C(C)(C)(C)OC(=O)NCCCCCCCCCC=1C=C(C=NC1)C=1C=C(C(=O)NC=2C=CC(N(C2)CC(=O)OC)=O)C=CC1 methyl 2-{5-[3-(5-{9-[(tert-butoxycarbonyl)amino] nonyl}pyridin-3-yl)benzamido]-2-oxopyridin-1-yl}acetate